NC(CCC(C(=O)O)=O)=O 5-amino-2,5-dioxopentanoic acid